ClC=1SC2=C(N1)C(=CC(=C2)OC)C(CC(F)(F)F)O 1-(2-chloro-6-methoxybenzo[d]thiazol-4-yl)-3,3,3-trifluoropropan-1-ol